O=C([C@H](CC1=CC=CC=C1)NC(OCC1=CC=CC=C1)=O)N[C@H](C=O)C[C@H]1C(NCC1)=O Benzyl ((S)-1-oxo-1-(((S)-1-oxo-3-((S)-2-oxopyrrolidin-3-yl)propan-2-yl)amino)-3-phenylpropan-2-yl)carbamate